(1s,4s)-4-((5-(imidazo[1,2-a]pyrimidin-6-yl)-4-methoxypyrrolo[2,1-f][1,2,4]triazin-2-yl)amino)-1-methylcyclohexan-1-ol N=1C=CN2C1N=CC(=C2)C=2C=CN1N=C(N=C(C12)OC)NC1CCC(CC1)(O)C